Zirconium triethoxymethoxide C(C)OC([O-])(OCC)OCC.[Zr+4].C(C)OC([O-])(OCC)OCC.C(C)OC([O-])(OCC)OCC.C(C)OC([O-])(OCC)OCC